2-(3,5-Difluoro-phenyl)-N-[2-pyrrolidin-1-yl-6-(4-trifluoromethyl-benzylamino)-pyridin-3-yl]-acetamide FC=1C=C(C=C(C1)F)CC(=O)NC=1C(=NC(=CC1)NCC1=CC=C(C=C1)C(F)(F)F)N1CCCC1